methyl-ammonium iodide lead [Pb].[I-].C[NH3+]